7-hydroxy-1,5-naphthyridine 1-oxide OC1=CN=C2C=CC=[N+](C2=C1)[O-]